dimethylvinylsilyldiethylamine CC(=C[SiH2]N(CC)CC)C